(3,5-dimethyl-4-(4-methylpiperazin-1-yl)phenyl)-3-iodo-1H-pyrrolo[2,3-b]pyridine CC=1C=C(C=C(C1N1CCN(CC1)C)C)N1C=C(C=2C1=NC=CC2)I